1-(3-cyanophenyl)-N-(2-(4-ethylpiperazin-1-yl)-5-(4-(4-((6-(trifluoromethyl)pyridazin-3-yl)oxy)phenyl)piperidine-1-carbonyl)phenyl)methanesulfonamide C(#N)C=1C=C(C=CC1)CS(=O)(=O)NC1=C(C=CC(=C1)C(=O)N1CCC(CC1)C1=CC=C(C=C1)OC=1N=NC(=CC1)C(F)(F)F)N1CCN(CC1)CC